naphthalen-2-yl-(phenyl)methanone C1=C(C=CC2=CC=CC=C12)C(=O)C1=CC=CC=C1